C(C)N1CCN(CC1)C1=NC(=CC(=C1)C1=NC=2C=CC3=C(C2C=C1)C1=C(S3)CN[C@@H](CN1)C)C#C (R)-3-(2-(4-ethylpiperazin-1-yl)-6-ethynylpyridin-4-yl)-10-methyl-9,10,11,12-tetrahydro-8H-[1,4]diazepino[5',6':4,5]thieno[3,2-f]quinolin